C(N)(OC(CC1=CN(C(=C1)C1=C(C=C(C=C1)F)F)S(=O)(=O)C1=CC(=CC=C1)Br)C(C)(C)C)=O tert-butyl((1-((3-bromophenyl)sulfonyl)-5-(2,4-difluorophenyl)-1H-pyrrol-3-yl)methyl)(methyl) carbamate